CC1=C(C(=O)O)C=CC(=C1)C1OC(C(O1)(C)C)(C)C 2-methyl-4-(4,4,5,5-tetramethyl-1,3-dioxolan-2-yl)benzoic acid